1,4-bis[(3-ethyloxetan-3-yl)methoxymethyl]benzene C(C)C1(COC1)COCC1=CC=C(C=C1)COCC1(COC1)CC